O=C(CC=1C=C2C(=CC=NC2=CC1)C#N)N1CCC(CC1)N1C(NC2=C1C(=CC=C2)C(F)(F)F)=O 6-(2-oxo-2-(4-(2-oxo-7-(trifluoromethyl)-2,3-dihydro-1H-benzo[d]imidazol-1-yl)piperidine-1-yl)ethyl)quinoline-4-carbonitrile